1-[(2S)-2-(5-{3-bromoimidazo[1,2-b]pyridazin-6-yl}-2-fluorophenoxy)propyl]-1H-tetrazole BrC1=CN=C2N1N=C(C=C2)C=2C=CC(=C(O[C@H](CN1N=NN=C1)C)C2)F